tert-Butyl 2-[8-(1-hydroxyethyl)-3,6-dimethyl-4-oxoquinazolin-2-yl]pyrrolidine-1-carboxylate OC(C)C=1C=C(C=C2C(N(C(=NC12)C1N(CCC1)C(=O)OC(C)(C)C)C)=O)C